S(=O)(=O)([O-])[O-].[Na+].NC1=CC=CC=C1.[Na+] aniline sodium sulfate